Cl.C(CC(O)(C(=O)O)CC(=O)O)(=O)O citrate HCl